CS(=O)(=O)N1CCC(CC1)C1(CC1)N 1-(1-methylsulfonyl-4-piperidyl)cyclopropanamine